4-[4,5-Dicarboxy-2-[6-[4-[(E)-3-oxo-3-phenylprop-1-enyl]phenoxy]hexoxy]phenyl]-5-[6-[4-[(E)-3-oxo-3-phenylprop-1-enyl]phenoxy]hexoxy]phthalic acid C(=O)(O)C1=CC(=C(C=C1C(=O)O)C=1C=C(C(C(=O)O)=CC1OCCCCCCOC1=CC=C(C=C1)\C=C\C(C1=CC=CC=C1)=O)C(=O)O)OCCCCCCOC1=CC=C(C=C1)\C=C\C(C1=CC=CC=C1)=O